(6-(7-(difluoromethyl)-6-(1-methyl-1H-pyrazol-4-yl)-3,4-dihydroquinolin-1(2H)-yl)pyridin-2-yl)carbamic acid tert-butyl ester C(C)(C)(C)OC(NC1=NC(=CC=C1)N1CCCC2=CC(=C(C=C12)C(F)F)C=1C=NN(C1)C)=O